[2H]COC1=NC=C(C=C1C(=O)NCCC(=O)OC(C)(C)C)C1=CC=C2C(=NNC2=C1)C(NC)=O tert-butyl 3-{[2-(deutero)methoxy-5-[3-(methylcarbamoyl)-1H-indazol-6-yl]pyridin-3-yl]formamido}propanoate